7-Bromo-5-chloro-imidazo[1,2-a]pyridine BrC1=CC=2N(C(=C1)Cl)C=CN2